5-(4-(3-carboxy-4-hydroxyphenylaminocarbonyl)-2,5-dihydroxybenzamido)-2-hydroxybenzoic acid C(=O)(O)C=1C=C(C=CC1O)NC(=O)C1=CC(=C(C(=O)NC=2C=CC(=C(C(=O)O)C2)O)C=C1O)O